methyl (E)-3-(3-(N-(4-(3,4-dihydro-2H-benzo[b][1,4]oxazin-7-yl)benzyl)cyclohexanecarboxamido)phenyl)acrylate O1C2=C(NCC1)C=CC(=C2)C2=CC=C(CN(C(=O)C1CCCCC1)C=1C=C(C=CC1)/C=C/C(=O)OC)C=C2